1-(6-chloro-1-(cyclopropylamino)-2,7-naphthyridin-4-yl)ethan-1-one ClC=1C=C2C(=CN=C(C2=CN1)NC1CC1)C(C)=O